BrC=1C=C(C=C2C(N(C(=NC12)N1CC(CCC1)(C)C)C)=O)C 8-bromo-2-(3,3-dimethylpiperidin-1-yl)-3,6-dimethylquinazolin-4-one